OC1=C(C(N(C=C1C)C)=O)NC(N[C@@H](CC(=O)OCC)C1=CC(=CC=C1)C=1C=NC(=CC1)OC)=O ethyl (S)-3-(3-(4-hydroxy-1,5-dimethyl-2-oxo-1,2-dihydropyridin-3-yl)ureido)-3-(3-(6-methoxy pyridin-3-yl)phenyl)propanoate